CN1[C@@H]2CC(CC1CC2)NC=2C=C1C(=CN2)SC(=C1)C(=O)N 5-[[(1S)-8-methyl-8-azabicyclo[3.2.1]octan-3-yl]amino]thieno[2,3-c]pyridine-2-carboxamide